ClC=1C(=NC(=NC1)N1CC(C(CC1)NC1=CC=C2C(=NN(C2=C1)C)C1C(NC(CC1)=O)=O)(F)F)NC=1C=C2CC(N(C2=CC1)C)=O 3-(6-((1-(5-Chloro-4-((1-methyl-2-oxoindolin-5-yl)amino)pyrimidin-2-yl)-3,3-difluoropiperidin-4-yl)amino)-1-methyl-1H-indazol-3-yl)piperidine-2,6-dione